dec-8-ene-6-carboxylic acid CCCCCC(CC=CC)C(=O)O